COC([C@@H](NC([C@@H](NC(=O)OC(C)(C)C)CC1=CC=CC=C1)=O)CSC([2H])([2H])[2H])=O N-(t-butoxycarbonyl)-L-phenylalanyl-S-(methyl-d3)-L-cysteine methyl ester